ClC=1C(=CC2=C(C[C@](O2)(C2=CC=CC=C2)CNC2CCC(CC2)(C)O)C1C1=C(C(=NC=C1C(=O)N)OC)F)F 4-((2s,4s)-5-chloro-6-fluoro-2-((((cis)-4-hydroxy-4-methylcyclohexyl)amino)methyl)-2-phenyl-2,3-dihydrobenzofuran-4-yl)-5-fluoro-6-methoxynicotinamide